[7-(2,4-difluoro-6-isopropoxy-phenyl)-6-(5,6,7,8-tetrahydro-1,7-naphthyridin-2-yl) thieno[3,2-c]pyridin-4-yl] trifluoromethanesulfonate FC(S(=O)(=O)OC1=NC(=C(C2=C1C=CS2)C2=C(C=C(C=C2OC(C)C)F)F)C2=NC=1CNCCC1C=C2)(F)F